(3R)-3-[[3-(5-methyl-1,2,4-oxadiazol-3-yl)benzoyl]amino]butanoic acid CC1=NC(=NO1)C=1C=C(C(=O)N[C@@H](CC(=O)O)C)C=CC1